ethyl 2-[(1r,4r)-4-[[1-(2-fluoroethyl)-4-[[4-(trifluoromethyl)-phenyl]methyl]pyrrolo[2,3-b]pyridine-3-carbonyl]amino]cyclohexyl]acetate FCCN1C=C(C=2C1=NC=CC2CC2=CC=C(C=C2)C(F)(F)F)C(=O)NC2CCC(CC2)CC(=O)OCC